6-(cyanomethyl)naphthalene-2-carboxylic acid C(#N)CC=1C=C2C=CC(=CC2=CC1)C(=O)O